O=C1N2C(=NC3=CC=C(C=C13)C1=CC=CC=C1)C(=CC=C2)C(=O)O 11-oxo-2-phenyl-11H-pyrido[2,1-b]Quinazoline-6-carboxylic acid